F[C@H]1[C@@H](CN(C1)C1=NC(=C2N=CN(C2=N1)C)NC=1C(=NN(C1)CCCN1CCN(CC1)CCCONC)OC)NC(OCC[Si](C)(C)C)=O 2-trimethylsilylethyl N-[(3R,4R)-4-fluoro-1-[6-[[3-methoxy-1-[3-[4-[3-(methylaminooxy)propyl]piperazin-1-yl]propyl]pyrazol-4-yl]amino]-9-methyl-purin-2-yl]pyrrolidin-3-yl]carbamate